5-(8-fluoroimidazo[1,2-a]pyridin-6-yl)-4-methoxy-N-(2-oxaspiro[3.5]nonan-7-yl)-7H-pyrrolo[2,3-d]pyrimidin-2-amine FC=1C=2N(C=C(C1)C1=CNC=3N=C(N=C(C31)OC)NC3CCC1(COC1)CC3)C=CN2